CNS(=O)(=O)N1C[C@@H]2N(C3=C(N(C2)C2=CC=C(C=C2)C(F)(F)F)C=CC=N3)CC1 |o1:7| (R)- or (S)-N-methyl-5-(4-(trifluoromethyl)phenyl)-5,6,6a,7,9,10-hexahydro-8H-pyrazino[1,2-a]pyrido[3,2-e]pyrazine-8-sulfonamide